OC1=C(C=C(C=C1)C(C)(C)CC(C)(C)C)N1N=C2C(=N1)C=CC=C2 2-(2'-Hydroxy-5'-(tert-octyl)phenyl)benzotriazol